1-heptylheptyl ether C(CCCCCC)C(CCCCCC)OC(CCCCCC)CCCCCCC